[I-].FC(C(=C(F)F)F)([N+](C(F)(F)F)(C(F)(F)F)C(C(C(C(C(C(C(C(C(C(F)(F)F)(F)F)(F)F)(F)F)(F)F)(F)F)(F)F)(F)F)(F)F)(F)F)F perfluorodecyl-dimethyl-allylammonium iodide